4-(2-but-2-ynoxy-5-ethylsulfonylphenyl)-2-methylisoquinolin-1-one C(C#CC)OC1=C(C=C(C=C1)S(=O)(=O)CC)C1=CN(C(C2=CC=CC=C12)=O)C